2-(1-(4-amino-3-(4-methoxy-3-methylphenyl)-1H-pyrazolo[3,4-d]pyrimidin-1-yl)ethyl)-3-cyclopentyl-5-fluoroquinazolin-4(3H)-one NC1=C2C(=NC=N1)N(N=C2C2=CC(=C(C=C2)OC)C)C(C)C2=NC1=CC=CC(=C1C(N2C2CCCC2)=O)F